CC1(OC[C@H](O1)C=O)C (4S)-2,2-dimethyl-1,3-dioxolane-4-carbaldehyde